di-ammonium terephthalate C(C1=CC=C(C(=O)[O-])C=C1)(=O)[O-].[NH4+].[NH4+]